ClC=1C=C(N2C1C=NC1=CC=CC=C21)C2=CSC=C2 3-chloro-1-(thiophen-3-yl)pyrrolo[1,2-a]quinoxaline